CC1=CN(C2=CC=CC=C12)C(C(=O)NC1=C(C=CC(=C1)N1CCNCC1)C)CC 2-(3-methylindol-1-yl)-N-(2-methyl-5-piperazin-1-yl-phenyl)butanamide